C(C)OC1=C(C=C2CCN(C(C2=C1)CCN1CCOCC1)C=O)OC 7-ethoxy-6-methoxy-1-(2-morpholinoethyl)-3,4-dihydroisoquinoline-2(1H)-formaldehyde